ethyl 2-(N-(4-((4-(4,4-difluoropiperidin-1-yl)pyrimidin-2-yl)carbamoyl)-3-fluoro-5-(6-azaspiro[2.5]octan-6-yl)phenyl)sulfamoyl)acetate FC1(CCN(CC1)C1=NC(=NC=C1)NC(=O)C1=C(C=C(C=C1N1CCC2(CC2)CC1)NS(=O)(=O)CC(=O)OCC)F)F